N1C=CC2=CC=C(C=C12)NC(NC(CC(=O)OC)C1=CC2=C(SCCN2CC2=CC=CC=C2)C=C1)=O Methyl 3-(3-(1H-indol-6-yl)ureido)-3-(4-benzyl-3,4-dihydro-2H-benzo[b][1,4]thiazin-6-yl)propanoate